trifluoromethyl-oxazolidine-4-one FC(F)(F)C1OCC(N1)=O